COC(=O)C=1SC=C(C1C)NNC(=O)OC(C)(C)C 4-(2-tert-butoxycarbonylhydrazino)-3-methyl-thiophene-2-carboxylic acid methyl ester